ClC=1C=C(C=CC1)C1=NNC=C1 3-(3-chlorophenyl)-1H-pyrazole